3-(4-fluoro-2-methylphenoxy)-5-methyl-N-(3-(methylsulfanyl)phenyl)-6-(trifluoromethyl)pyridazine-4-carboxamide FC1=CC(=C(OC=2N=NC(=C(C2C(=O)NC2=CC(=CC=C2)SC)C)C(F)(F)F)C=C1)C